2-chloro-8-ethoxy-8-(trifluoromethyl)-7,8-dihydro-6H-cyclopenta[e]pyrazolo[1,5-a]pyrimidine ClC1=NN2C(N=CC3=C2C(CC3)(C(F)(F)F)OCC)=C1